3-((4-(((tert-butyldimethylsilyl)oxy)methyl)-5-fluoropyridin-2-yl)amino)piperidine-2,6-dione [Si](C)(C)(C(C)(C)C)OCC1=CC(=NC=C1F)NC1C(NC(CC1)=O)=O